COC(=O)C1=C(SC(=C1CC)C(C)=O)NC1=C(C=C(C=C1)I)F 5-acetyl-4-ethyl-2-((2-fluoro-4-iodophenyl)amino)thiophene-3-carboxylic acid methyl ester